sodium (4-(4-((1-(trans-4-ethoxycyclohexyl)-3-(pyrazin-2-yl)-1H-pyrazol-4-yl)carbamoyl)oxazol-2-yl)-1H-pyrazol-1-yl)methyl phosphate P(=O)(OCN1N=CC(=C1)C=1OC=C(N1)C(NC=1C(=NN(C1)[C@@H]1CC[C@H](CC1)OCC)C1=NC=CN=C1)=O)([O-])[O-].[Na+].[Na+]